NC1(C(CCCC1)=O)C1=CC(=CC=C1)OC(F)(F)F 2-amino-2-(3-(trifluoromethoxy)phenyl)cyclohexan-1-one